6-(2,3-bis(allyloxy)propylthio)hexylphosphonic acid diethylester C(C)OP(OCC)(=O)CCCCCCSCC(COCC=C)OCC=C